λ6-thia-7-azaspiro[4.4]nonane-1,1-dione hydrochloride Cl.S1(CCCC12CNCC2)(=O)=O